(±)-trans-2-(1-tetrahydropyran-2-ylpyrazol-3-yl)cyclopropanecarboxylic acid O1[C@H](CCCC1)N1N=C(C=C1)[C@H]1[C@@H](C1)C(=O)O |&1:1|